N-methyl-3-((6-(1-methyl-1H-pyrazol-4-yl)pyrazolo[1,5-a]pyrazin-4-yl)oxy)cyclobutan-1-amine CNC1CC(C1)OC=1C=2N(C=C(N1)C=1C=NN(C1)C)N=CC2